4-({tert-butoxycarbonyl-[3-(4-methoxy-benzyl)-3H-[1,2,3]triazol-4-ylmethyl]-amino}-methyl)-phenylboronic acid C(C)(C)(C)OC(=O)N(CC=1N(N=NC1)CC1=CC=C(C=C1)OC)CC1=CC=C(C=C1)B(O)O